N[C@H](C(=O)O)CS(=O)CCCO (-)-(R)-2-amino-3-(3-hydroxypropylsulfinyl)propionic acid